FC(CCCl)(F)F 1,1,1-trifluoro-3-chloropropane